6-(4-Fluoro-phenylamino)-2-methyl-pyrimidin FC1=CC=C(C=C1)NC1=CC=NC(=N1)C